tert-butyl (2S,3S,4S)-3-(acetyloxy)-4-[(tert-butoxycarbonyl)oxy]-2-{[4-(1,3-oxazol-5-yl)phenyl]methyl}pyrrolidine-1-carboxylate C(C)(=O)O[C@H]1[C@@H](N(C[C@@H]1OC(=O)OC(C)(C)C)C(=O)OC(C)(C)C)CC1=CC=C(C=C1)C1=CN=CO1